Methyl (3R)-3-[methyl-[(E)-4-(4,4,5,5-tetramethyl-1,3,2-dioxaborolan-2-yl)but-3-enyl]amino]-butanoate CN([C@@H](CC(=O)OC)C)CC\C=C\B1OC(C(O1)(C)C)(C)C